(R)-4-((5-(2-hydroxy-2-phenylacetyl)-3,4,5,6-tetrahydropyrrolo[3,4-c]pyrrol-2(1H)-yl)sulfonyl)benzenesulfonamide O[C@@H](C(=O)N1CC2=C(C1)CN(C2)S(=O)(=O)C2=CC=C(C=C2)S(=O)(=O)N)C2=CC=CC=C2